2-(11-oxo-6,11-dihydrodibenzo[b,e]oxepin-2-yl)acetic acid O=C1C2=C(OCC3=C1C=CC=C3)C=CC(=C2)CC(=O)O